4-benzyl-1-(5-fluoro-2-nitrophenyl)-1,4-diazepan-2-one C(C1=CC=CC=C1)N1CC(N(CCC1)C1=C(C=CC(=C1)F)[N+](=O)[O-])=O